menthol-1-ol C1(CC(C(CC1)C(C)C)O)(C)O